C(C=C)(=O)OC1=C(C(=CC=C1)OCC)OCC di(ethoxy)phenol acrylate